CC1=NN2C(CN(C3=C(C=CC=C23)NC2=C(C=NC(=C2)NC2=NC(=NC(=C2)C)C)C2=NN=C(O2)CO)C)=N1 (5-(4-((2,5-dimethyl-4,5-dihydro-[1,2,4]triazolo[1,5-a]quinoxalin-6-yl)amino)-6-((2,6-dimethylpyrimidin-4-yl)amino)pyridin-3-yl)-1,3,4-oxadiazol-2-yl)methanol